((5-chloro-1-methyl-1H-pyrazol-4-yl)methyl)(2-hydroxyethyl)carbamate ClC1=C(C=NN1C)COC(NCCO)=O